[N+](=O)([O-])C=1C(=NN(C1)C=1C=C2CN(CC2=CC1)C(=O)OC(C)(C)C)C(F)(F)F 2-Tert-butyl 5-[4-nitro-3-(trifluoromethyl) pyrazol-1-yl]isoindoline-2-carboxylate